COC1=NC=C(C(=N1)OC)C=1C=C(C=2N(N1)C=CN2)[C@@H]2[C@H](C2)C2=CC1=C(C=N2)C(C(N1CC(F)(F)F)=O)(C)C 6-((1S,2S)-2-(6-(2,4-dimethoxypyrimidin-5-yl)imidazo[1,2-b]pyridazin-8-yl)cyclopropyl)-3,3-dimethyl-1-(2,2,2-trifluoroethyl)-1,3-dihydro-2H-pyrrolo[3,2-c]pyridin-2-one